ClC=1C(=C(C(=O)OCC(C)(C)N)C(=CC1)Cl)OC 2-amino-2-methylpropyl 3,6-dichloro-2-methoxybenzoate